butyl (2-oxo-1-(2,2,2-trifluoroethyl)pyrrolidin-3-yl)carbamate O=C1N(CCC1NC(OCCCC)=O)CC(F)(F)F